(S)-3-(4-chloro-3-fluorophenyl)isoxazolidine ClC1=C(C=C(C=C1)[C@H]1NOCC1)F